CN(C=1C=C(C(=O)N2N=C(C=3C2=NC2=CC=C(C=C2C3)OC)N)C=CC1)C 1-[3-(dimethylamino)benzoyl]-6-methoxy-1H-pyrazolo[3,4-b]quinolin-3-amine